CC(CC(CN)N)C 4-Methylpentane-1,2-diamine